methyl-isopropyl ketone CC(=O)C(C)C